CCCCCCC=CO OCTEN-1-OL